BrC1=CC(=C(C(=C1)F)C1=NC2=C(N1C[C@H]1CN(CCO1)C(=O)OC(C)(C)C)C=CC(=C2)C)F tert-butyl (2S)-2-{[2-(4-bromo-2,6-difluorophenyl)-5-methyl-1H-1,3-benzodiazol-1-yl]Methyl}morpholine-4-carboxylate